2-(5-(4-chlorophenyl)-1-(2,4-dichlorophenyl)-4-methyl-1H-pyrazol-3-yl)-N-octyl-2-oxoacetamide ClC1=CC=C(C=C1)C1=C(C(=NN1C1=C(C=C(C=C1)Cl)Cl)C(C(=O)NCCCCCCCC)=O)C